dimethoxy-3,3'-dicarboxybiphenyl COC1=C(C(=C(C=C1)C1=CC(=CC=C1)C(=O)O)OC)C(=O)O